tert-butyl 3-(6-bromo-8-fluoro-imidazo[1,2-a]pyridin-2-yl)azetidine-1-carboxylate BrC=1C=C(C=2N(C1)C=C(N2)C2CN(C2)C(=O)OC(C)(C)C)F